5-((tert-butoxycarbonyl)amino)pentyl-4-methylbenzenesulfonate C(C)(C)(C)OC(=O)NCCCCCOS(=O)(=O)C1=CC=C(C=C1)C